COC1=CC=C(C=C1)CN[C@@H]1[C@@H](N([C@@H](C1)C)C(=O)OCC1=CC=CC=C1)CO[Si](CC)(CC)CC benzyl (2R,3S,5R)-3-[[(4-methoxyphenyl)methyl]amino]-5-methyl-2-[[(triethylsilyl)oxy]methyl]pyrrolidine-1-carboxylate